(4-chlorophenyl)-4-{3-(4-chlorophenyl)-1-[2-(4-morpholinyl)ethyl]ureido}-3-methoxybenzamide ClC1=CC=C(C=C1)C1=C(C(=O)N)C=CC(=C1OC)N(C(=O)NC1=CC=C(C=C1)Cl)CCN1CCOCC1